NC1=CC(=NC(=C1C#N)C1=NC(=CN=C1)N1C[C@@H](CC1)F)C=1SC=CN1 (R)-4-amino-2-(6-(3-fluoropyrrolidin-1-yl)pyrazin-2-yl)-6-(thiazole-2-yl)nicotinonitrile